N[C@@](CO)(CCC)CCC1=CC=C(C=C1)OCCCCCC(C)C (S)-2-amino-2-(4-[(6-methylheptyl)-oxy]phenethyl)pentan-1-ol